FC1=C2N=CC=3N(C2=CC=C1CO)N=CC3C 6-fluoro-7-(hydroxymethyl)-3-methylpyrazolo[1,5-a]quinoxaline